Pteridineamine N1=C(N=CC2=NC=CN=C12)N